4-((morpholinyl)methyl)-1H-1,2,3-triazole N1(CCOCC1)CC=1N=NNC1